N-(1-(butylsulfonyl)piperidin-4-yl)-N-ethylisoquinoline-3-carboxamide C(CCC)S(=O)(=O)N1CCC(CC1)N(C(=O)C=1N=CC2=CC=CC=C2C1)CC